tert-butyl 4-([1-[4-(1,2-dimethyl-1H-imidazol-5-yl)phenyl]piperidin-4-yl]methyl)piperazine-1-carboxylate CN1C(=NC=C1C1=CC=C(C=C1)N1CCC(CC1)CN1CCN(CC1)C(=O)OC(C)(C)C)C